4-[5-(4-fluoro-3-methoxy-phenyl)-6-isopropyl-1H-pyrazolo[4,3-g]quinolin-7-yl]benzoic acid FC1=C(C=C(C=C1)C1=C(C(=NC2=CC3=C(C=C12)C=NN3)C3=CC=C(C(=O)O)C=C3)C(C)C)OC